2-amino-6-(benzyloxy)-9-(4-methoxybenzyl)-7-(prop-2-yn-1-yl)-7,9-dihydro-8H-purin-8-one NC1=NC(=C2N(C(N(C2=N1)CC1=CC=C(C=C1)OC)=O)CC#C)OCC1=CC=CC=C1